6-(((1r,4r)-4-aminocyclohexyl)amino)nicotinonitrile NC1CCC(CC1)NC1=NC=C(C#N)C=C1